ClC1=C2C(=NC=C1C#N)N(CC2)S(=O)(=O)C2=CC=CC=C2 4-chloro-1-(benzenesulfonyl)-2,3-dihydro-1H-pyrrolo[2,3-b]pyridine-5-carbonitrile